butyl-3,5-dimethoxybenzene C(CCC)C1=CC(=CC(=C1)OC)OC